3-[3'-adamant-1-yl-4'-hydroxy-2-methoxyimino-methyl-biphenyl-4-yl]-acrylic acid C12(CC3CC(CC(C1)C3)C2)C=2C=C(C=CC2O)C=2C(C(C(=CC2)C=CC(=O)O)C)=NOC